tert-butyl (1-(2-(2-(2-((2-(1-methyl-2,6-dioxopiperidin-3-yl)-1,3-dioxoisoindolin-4-yl)amino)ethoxy)ethoxy)ethyl)piperidin-4-yl)carbamate CN1C(C(CCC1=O)N1C(C2=CC=CC(=C2C1=O)NCCOCCOCCN1CCC(CC1)NC(OC(C)(C)C)=O)=O)=O